((1R,2S)-2-(3-(2-(3-methylisoxazol-5-yl)acetamido)-1H-pyrazol-5-yl)cyclopropyl)methyl isopropylcarbamate C(C)(C)NC(OC[C@H]1[C@H](C1)C1=CC(=NN1)NC(CC1=CC(=NO1)C)=O)=O